3-chloro-7-(N-(1-cyanocyclopropyl)-N-(4-methoxybenzyl)sulfamoyl)-5-(4-isobutyrylpiperazin-1-yl)imidazo[1,5-a]pyridine-1-carboxylic acid ClC1=NC(=C2N1C(=CC(=C2)S(N(CC2=CC=C(C=C2)OC)C2(CC2)C#N)(=O)=O)N2CCN(CC2)C(C(C)C)=O)C(=O)O